ClC1=CC=C(OC2=C(C=C(C=C2)S(=O)(=O)NC)C=2C=NN3C2OCC3)C=C1 4-(4-chlorophenoxy)-3-(2,3-dihydropyrazolo[5,1-b]oxazol-7-yl)-N-methylbenzenesulfonamide